BrC=1C(=NC(=NC1)NC1=C(C=C(C(=C1)C=1C=NN(C1)C)N1CCC(CC1)OC(C)C)OC)NC=1C(=C2N=CC=NC2=CC1)NS(=O)(=O)C N-(6-((5-bromo-2-((4-(4-isopropoxypiperidin-1-yl)-2-methoxy-5-(1-methyl-1H-pyrazol-4-yl)phenyl)amino)pyrimidin-4-yl)amino)quinoxalin-5-yl)methanesulfonamide